(3R,4R)-3,4-diaminopyrrolidine-1-carboxylic acid tert-butyl ester C(C)(C)(C)OC(=O)N1C[C@H]([C@@H](C1)N)N